2-chloro-3-fluoronitrobenzene C1=CC(=C(C(=C1)F)N)C(=O)O